(Z)-5-((3,4-Dimethyl-1-phenyl-1H-pyrrol-2-yl)methylene)thiazolidine-2,4-dione CC1=C(N(C=C1C)C1=CC=CC=C1)\C=C/1\C(NC(S1)=O)=O